trans-4-(amino)cyclohexanecarboxylic acid methyl ester hydrochloride Cl.COC(=O)[C@@H]1CC[C@H](CC1)N